tertbutyl ((2R,4S,5S)-2-((S)-1-(4-fluorophenyl)-1,2,3,4-tetrahydroisoquinoline-2-carbonyl)-5-methoxytetrahydro-2H-pyran-4-yl)carbamate FC1=CC=C(C=C1)[C@@H]1N(CCC2=CC=CC=C12)C(=O)[C@@H]1OC[C@H]([C@H](C1)NC(OC(C)(C)C)=O)OC